C(C)OC1=C(C=NC=C1)C(=O)NC1=C(C(=C(C(=C1)F)OC1=CC=NC2=CC(=C(C=C12)OC)OCCNC)F)F 4-ethoxy-N-(2,3,5-trifluoro-4-((6-methoxy-7-(2-(methylamino)ethoxy)quinolin-4-yl)oxy)phenyl)pyridine-3-carboxamide